3-fluoro-N-(2-oxopropyl)benzamide 3-Pentyloctyl-9-(5-(dimethylamino)-N-(9-oxo-9-((3-pentyloctyl)oxy)nonyl)-pentanamido)-nonadecanoate C(CCCC)C(CCOC(CCCCCCCC(CCCCCCCCCC)N(C(CCCCN(C)C)=O)CCCCCCCCC(OCCC(CCCCC)CCCCC)=O)=O)CCCCC.FC=1C=C(C(=O)NCC(C)=O)C=CC1